ClC=1C=C(C=CC1OC1=C2C(=NC=C1)C=C(S2)C2=NC=C(C=C2)CNCCOC)NC(=O)C=2C(N(C=CC2OC)C2=CC=C(C=C2)F)=O N-(3-chloro-4-{[2-(5-{[(2-methoxyethyl)amino]methyl}pyridin-2-yl)thieno[3,2-b]pyridine-7-yl]oxy}phenyl)-1-(4-fluorophenyl)-4-methoxy-2-oxo-1,2-dihydropyridine-3-carboxamide